carbonic-di(2-ethylhexyl)-peroxyester C(C)C(COOCC(CCCC)CC)CCCC.C(O)(O)=O